C1(=CC=CC=C1)C=1C(=C(C(=C(C1)C1=CC=CC=C1)NC1=CC=C(C=C1)N(C1=CC=CC=C1)C1=CC=CC=C1)NC1=CC=C(C=C1)N(C1=CC=CC=C1)C1=CC=CC=C1)C1=CC=CC=C1 diphenyl-N,N'-bis[4-(N,N-diphenyl-amino)phenyl]biphenyldiamine